COC1=C(C=C2C3N(N4C(C2=C1)=CC(C(=C4)C(=O)OCC)=O)C(CCC3)(C)C)OCCCOC Ethyl 13-methoxy-12-(3-methoxypropoxy)-7,7-dimethyl-2-oxo-2,7,8,9,10,10a-hexahydrodipyrido[2,1-a:1',2'-c]phthalazine-3-carboxylate